(R)-N-ethyl-1-(4-(8-methoxyimidazo[1,2-a]pyrazin-6-yl)pyridin-2-yl)ethan-1-amine C(C)N[C@H](C)C1=NC=CC(=C1)C=1N=C(C=2N(C1)C=CN2)OC